[2-Amino-4-(trifluoromethoxy)phenyl]-[4-[2-(tetrahydropyran-4-ylmethyl)-3H-imidazo[4,5-b]pyridin-7-yl]-1-piperidyl]methanone NC1=C(C=CC(=C1)OC(F)(F)F)C(=O)N1CCC(CC1)C1=C2C(=NC=C1)NC(=N2)CC2CCOCC2